O=C1OC(C2=C(N1)C=CC(=C2)C(=O)OC)=O methyl 2,4-dioxo-1,4-dihydro-2H-benzo[d][1,3]oxazine-6-carboxylate